CC=1NC=2N(C(C1[C@@H](C)C=1C=CC3=C(C(=NO3)C)C1)=O)N=C(C2N2CCCCC2)C2=CC=CC=C2 (S)-5-methyl-6-(1-(3-methylbenzo[d]isoxazol-5-yl)ethyl)-2-phenyl-3-(piperidin-1-yl)pyrazolo[1,5-a]pyrimidin-7(4H)-one